methyl 2-(3-(1-cyclopropylethyl)-2-hydroxyphenyl)propanoate C1(CC1)C(C)C=1C(=C(C=CC1)C(C(=O)OC)C)O